FC(N1C(=NC2=C1C=CC=C2)N2CCC(CC2)NC2=CC=C1C(=NN(C1=C2)C)C=2C=NC=C(C2)C(F)(F)F)F N-(1-(1-(difluoromethyl)-1H-benzo[d]imidazol-2-yl)piperidin-4-yl)-1-methyl-3-(5-(trifluoromethyl)pyridin-3-yl)-1H-indazol-6-amine